C(C)N1S(CC2=C1C=CC(=C2)C=2C=C(C=NC2)C2=CN(C(C=C2)=O)C(C)C)(=O)=O 5'-(1-ethyl-2,2-dioxido-1,3-dihydrobenzo[c]isothiazol-5-yl)-1-isopropyl-[3,3'-bipyridin]-6(1H)-one